CN(CCN1C=[N+](C=C1)C)C 1-(2-dimethylaminoethyl)-3-methylimidazolium